BrC1CCCN(C1)C(=O)N 5-bromopiperidineamide